BrC=1C=CC(=NC1)N1CC(N(CC1)CCC1CCN(CC1)C1=CC=C(C=C1)[N+](=O)[O-])=O 4-(5-bromo-2-pyridyl)-1-[2-[1-(4-nitrophenyl)-4-piperidyl]ethyl]piperazin-2-one